[OH-].C(=CCC)C=CC[NH+](CCC)CCC 3-butenylallyldipropylammonium hydroxide